3-{2-[(piperidin-3-yl)amino]-5-(trifluoromethyl)pyrimidin-4-yl}-6-(pyridin-3-yl)-1H,6H,7H-pyrrolo[2,3-c]pyridin-7-one N1CC(CCC1)NC1=NC=C(C(=N1)C1=CNC=2C(N(C=CC21)C=2C=NC=CC2)=O)C(F)(F)F